methyl 3-(3-(3-(6-bromoimidazo[1,2-a]pyridine-3-carboxamido)-5-fluoro-4-methylphenyl)-1,2,4-oxadiazol-5-yl)azetidine-1-carboxylate BrC=1C=CC=2N(C1)C(=CN2)C(=O)NC=2C=C(C=C(C2C)F)C2=NOC(=N2)C2CN(C2)C(=O)OC